3-{(2R,5S)-5-[3,5-bis(trifluoromethyl)phenyl]tetrahydrofuran-2-yl}propanoic acid FC(C=1C=C(C=C(C1)C(F)(F)F)[C@@H]1CC[C@@H](O1)CCC(=O)O)(F)F